8-bromo-[1,2,4]triazolo[1,5-a]pyridine BrC=1C=2N(C=CC1)N=CN2